4-(4-((3-Fluorophenyl)sulfonyl)-3,4-dihydro-2H-pyrido[4,3-b][1,4]thiazin-8-yl)benzonitrile FC=1C=C(C=CC1)S(=O)(=O)N1C2=C(SCC1)C(=CN=C2)C2=CC=C(C#N)C=C2